5-(aminomethyl)-isoxazol-3-ol NCC1=CC(=NO1)O